N1(CN(CN(C1)C(C=C)=O)C(C=C)=O)C(C=C)=O 1,1',1''-(1,3,5-triazinane-1,3,5-triyl)triprop-2-en-1-one